CC1=NN=C2N1C1=C(C=CC=C1NC2(C)C)C 1,4,4,9-tetramethyl-5H-[1,2,4]triazolo[4,3-a]quinoxaline